FC=1C(=NC(=NC1)NC=1C=CC(=NC1)CC(=O)O)C1=CNC2=C(C=CC=C12)NC([C@@H](COC)N1CCN(CC1)C)=O (R)-2-(5-((5-fluoro-4-(7-(3-methoxy-2-(4-methylpiperazin-1-yl)propanamido)-1H-indol-3-yl)pyrimidin-2-yl)amino)pyridin-2-yl)acetic acid